[2-(2,6-dioxopiperidin-3-yl)-4-[(3R)-oxan-3-yloxy]-3-oxo-2,3-dihydro-1H-isoindol-5-yl]methyl N-[4-(2,4-difluorophenoxy)phenyl]carbamate FC1=C(OC2=CC=C(C=C2)NC(OCC=2C(=C3C(N(CC3=CC2)C2C(NC(CC2)=O)=O)=O)O[C@H]2COCCC2)=O)C=CC(=C1)F